2-[(6-amino-2-oxo-3,4-dihydroquinolin-1-yl)methyl]-6-(trifluoromethyl)benzonitrile NC=1C=C2CCC(N(C2=CC1)CC1=C(C#N)C(=CC=C1)C(F)(F)F)=O